6-(dimethylamino)-5-[(5R)-6-[(5-methoxy-7-methyl-1H-indol-4-yl)methyl]-6-azaspiro[2.5]octan-5-yl]pyridine-2-carboxylic acid CN(C1=C(C=CC(=N1)C(=O)O)[C@H]1CC2(CC2)CCN1CC1=C2C=CNC2=C(C=C1OC)C)C